3-(2-oxopyrrolidin-1-yl)-N-[(1R,3S)-3-{[2-(trifluoromethyl)quinolin-4-yl]amino}cyclohexyl]benzamide O=C1N(CCC1)C=1C=C(C(=O)N[C@H]2C[C@H](CCC2)NC2=CC(=NC3=CC=CC=C23)C(F)(F)F)C=CC1